C(C)(C)(C)N(C(=O)O[C@@H](CCCl)C=1SC(=CC1)Cl)[C@H](C(=O)NCC1=CC=C(C=C1)C[C@H](C(=O)N1CCN(CC1)CC1=CC=CC=C1)NC(CC)=O)C1CCCCC1 (S)-3-chloro-1-(5-chlorothiophene-2-yl)propan-1-ol Tert-butyl-((S)-2-((4-((R)-3-(4-benzylpiperazin-1-yl)-3-oxo-2-propionamidopropyl)benzyl)amino)-1-cyclohexyl-2-oxoethyl)carbamate